6,8-Dichloro-4-hydroxy-1,7-naphthyridine-3-carboxylic acid ethyl ester C(C)OC(=O)C=1C=NC2=C(N=C(C=C2C1O)Cl)Cl